10-chloro-5-methoxy-2,3-dihydro-[1,4]dioxino[2,3-f]quinazoline ClC1=NC=NC2=CC(=C3C(=C12)OCCO3)OC